FC=1C(=C2C(=NC(=NN2C1)NC1CCC(CC1)(O)C)OC)C=1C=CC2=C(N(N=N2)[C@@H](CF)C)C1 (1S,4s)-4-((6-fluoro-5-(1-((R)-1-fluoropropan-2-yl)-1H-benzo[d][1,2,3]triazol-6-yl)-4-methoxypyrrolo[2,1-f][1,2,4]triazin-2-yl)amino)-1-methylcyclohexan-1-ol